N-(6-Bromopyrazin-2-yl)-N-(methylsulfonyl)methanesulfonamide BrC1=CN=CC(=N1)N(S(=O)(=O)C)S(=O)(=O)C